methyl 4-bromo-2-(2,2-difluorocyclopropoxy)benzoate BrC1=CC(=C(C(=O)OC)C=C1)OC1C(C1)(F)F